CN(CCN(C1=C(C=C(C=C1)C1=C(OC=2N=CN=C(C21)NCCO)C2=CC=CC=C2)NC(C=C)=O)C)C N-(2-{[2-(Dimethylamino)ethyl](methyl)amino}-5-{4-[(2-hydroxyethyl)amino]-6-phenylfuro[2,3-d]pyrimidin-5-yl}phenyl)prop-2-enamide